NCCCOCCCN aminopropylether